2,4-Dibromo-5-fluoro-3-nitro-pyridine BrC1=NC=C(C(=C1[N+](=O)[O-])Br)F